N-[4-(4-amino-7-piperidin-4-ylpyrrolo[2,1-f][1,2,4]triazin-5-yl)phenyl]-6-methyl-5-morpholin-4-yl-2-oxo-1-phenyl-1,2-dihydropyridine-3-carboxamide NC1=NC=NN2C1=C(C=C2C2CCNCC2)C2=CC=C(C=C2)NC(=O)C=2C(N(C(=C(C2)N2CCOCC2)C)C2=CC=CC=C2)=O